ClSC1=CC=C(C=C1)OC(CC)=O.[Na] sodium 4-chlorothiophenylpropionate